C(C)(=O)OC1=C(C=CC=C1)CBr 2-(Bromomethyl)phenyl acetate